C(CCCC)NC(CCS(=O)(=O)O)C 3-pentylaminobutane-1-sulfonic acid